C/C/1=C\CCC(\C=C\C(CC1)C(C)C)=C (E,E)-1-Methyl-5-methylene-8-(1-methylethyl)-1,6-cyclodecadiene